C12C(C(C1)C2)NC(=O)C=2N=NC(=C(C2)C)N2CCC(CC2)OC=2C=C1C(N(CC1=CC2)C)=O N-bicyclo[1.1.1]pent-2-yl-5-methyl-6-{4-[(2-methyl-3-oxo-2,3-dihydro-1H-isoindol-5-yl)oxy]piperidin-1-yl}pyridazine-3-carboxamide